OC1C(N(CC1)C=1C=C2C=CNC2=CC1)=O 3-hydroxy-1-(1H-indol-5-yl)pyrrolidin-2-one